2-[5-Pent-2-en-3-yloxy-2-[3-(4-propylphenyl)prop-2-enoyl]phenoxy]acetic acid CC=C(CC)OC=1C=CC(=C(OCC(=O)O)C1)C(C=CC1=CC=C(C=C1)CCC)=O